N-(4-chloro-1-(4-(trifluoro-methyl)benzyl)-1H-pyrazolo[3,4-c]pyridin-3-yl)pyridazine-3-carboxamide ClC1=C2C(=CN=C1)N(N=C2NC(=O)C=2N=NC=CC2)CC2=CC=C(C=C2)C(F)(F)F